C(\C=C\CCCCCCCC)=O E-2-undecenal